2-chloro-3-(chloromethyl)-4,6-dimethylpyridine ClC1=NC(=CC(=C1CCl)C)C